1,3-diphenyl-benzene C1(=CC=CC=C1)C1=CC(=CC=C1)C1=CC=CC=C1